FC=1C=C2C=CC(N(C2=CC1)C=1C=NC=CC1)C1=CC=C(C=C1)C 6-fluoro-N-(pyridin-3-yl)-2-(p-tolyl)quinoline